bis-(o-propenylphenoxy)benzophenone C(=CC)C1=C(OC=2C(=C(C(=O)C3=CC=CC=C3)C=CC2)OC2=C(C=CC=C2)C=CC)C=CC=C1